2-(6-{5-chloro-2-[(oxacyclohex-4-yl)amino]pyrimidin-4-yl}-1-oxo-2,3-dihydro-1H-isoindol-2-yl)-N-[(1S)-2-hydroxy-2-methyl-1-(3-methylphenyl)propyl]acetamide ClC=1C(=NC(=NC1)NC1CCOCC1)C1=CC=C2CN(C(C2=C1)=O)CC(=O)N[C@H](C(C)(C)O)C1=CC(=CC=C1)C